1-(3-cyanophenyl)-3-(trifluoromethyl)-1H-pyrazole-5-carboxylic acid C(#N)C=1C=C(C=CC1)N1N=C(C=C1C(=O)O)C(F)(F)F